ClC1=C(C=C(C#N)C=C1)C=1NC2=CC(=C(C(=C2C(C1)=O)F)C1=CC(NC=C1)=O)F 4-chloro-3-(5,7-difluoro-4-oxo-6-(2-oxo-1,2-dihydropyridin-4-yl)-1,4-dihydroquinolin-2-yl)benzonitrile